7-(2-Hydroxyethoxy)-4-propyl-8-(1,2,3,4-tetrahydroquinolin-1-carbonyl)-2H-chromen-2-one OCCOC1=CC=C2C(=CC(OC2=C1C(=O)N1CCCC2=CC=CC=C12)=O)CCC